FC1=CC=C(C=C1)[C@H](C)NC(CC)=O N-[(S)-1-(4-fluoro-phenyl)-ethyl]-propionamide